2-bromo-1-(1H-indazol-3-yl)ethane-1-one BrCC(=O)C1=NNC2=CC=CC=C12